O=C1CCC2=CC=C(C=C12)C1=CCCN(C1)C(=O)OC(C)(C)C Tert-butyl 5-(3-oxo-2,3-dihydro-1H-inden-5-yl)-3,6-dihydropyridine-1(2H)-carboxylate